COC([C@@H](NC(C1=CC(=CC=C1)NC=1SC(=C(N1)C1=CC=CC=C1)CC)=O)CC1=CC=CC=C1)=O (3-((5-Ethyl-4-phenylthiazol-2-yl)amino)benzoyl)phenylalanine methyl ester